C(C)C=1C(=C(N=NC1CC)SC1=CC(=CC=C1)F)C(=O)O 5,6-diethyl-3-[(3-fluorophenyl)thio]pyridazine-4-carboxylic acid